ClC1=CC=C(C=C1)C(C(CO)(C)C)=O 1-(4-chlorophenyl)-3-hydroxy-2,2-dimethylpropan-1-one